ClCC(=O)NCC1CCN(CC1)C(=O)C1(CCOCC1)OC1=CC=C(C=C1)Cl 2-Chloro-N-((1-(4-(4-chlorophenoxy)tetrahydro-2H-pyran-4-carbonyl)piperidin-4-yl)methyl)acetamide